Bis[4-(1,1,3,3-tetramethylbutyl)phenyl]-2,2-bis(3,5-di-tert-butyl-4-hydroxybenzyl)malonat CC(CC(C)(C)C)(C)C1=CC=C(C=C1)OC(C(C(=O)OC1=CC=C(C=C1)C(CC(C)(C)C)(C)C)(CC1=CC(=C(C(=C1)C(C)(C)C)O)C(C)(C)C)CC1=CC(=C(C(=C1)C(C)(C)C)O)C(C)(C)C)=O